tert-Butyl 4-hydroxy-3,4-dihydro-1H-isoquinoline-2-carboxylate OC1CN(CC2=CC=CC=C12)C(=O)OC(C)(C)C